C(CCCCCCCCCCC)(=O)OC lauric acid, methyl ester